O1C[C@@H](CC1)N1N=CC(=C1)B1OC(C(O1)(C)C)(C)C 1-[(3R)-tetrahydrofuran-3-yl]-4-(4,4,5,5-tetramethyl-1,3,2-dioxaborolan-2-yl)pyrazole